COC1=NC=C(C(=N1)OC)C=1C=C(C=2N(N1)C=CN2)[C@H]2[C@@H](C2)C2=CC(=C1C=CC=NC1=C2)C(F)(F)F 7-[(1R,2R)-2-[6-(2,4-dimethoxypyrimidin-5-yl)imidazo[1,2-b]pyridazin-8-yl]cyclopropyl]-5-(trifluoromethyl)quinoline